ClC1=NC=C(C(=N1)NC1=CC(=C(C(=C1)OC)OC)OC)C 2-Chloro-N4-(3,4,5-trimethoxyphenyl)-5-methylpyrimidin-4-amine